(3-fluoro-4-((1-isopropyl-2-keto-2,3-dihydro-1H-imidazo[4,5-b]pyridin-7-yl)oxy)phenyl)-1-phenyl-1H-1,2,3-triazole-4-carboxamide FC=1C=C(C=CC1OC1=C2C(=NC=C1)NC(N2C(C)C)=O)C2=C(N=NN2C2=CC=CC=C2)C(=O)N